C(C)(C)(C)OC(N(C(=O)OC(C)(C)C)C=1C=NC=C(C1OC)Br)=O (5-bromo-4-methoxypyridin-3-yl)(tert-butoxycarbonyl)carbamic acid tert-butyl ester